C1(=CC=CC=C1)N1C(C2=C(C1(C1=CC=C(C=C1)OC#N)C1=CC=C(C=C1)OC#N)C=CC=C2)=O 2-phenyl-3,3-bis(4-cyanatophenyl)benzo[C]pyrrolidone